C(CCC(=O)OC1=CC=C(C=C1)C1=CC=C(C=C1)C1CCC(CC1)CCCCC)(=O)OC1CC(N(C(C1)(C)C)C)(C)C 1,2,2,6,6-pentamethylpiperidin-4-yl (4'-(4-pentylcyclohexyl)-[1,1'-biphenyl]-4-yl) succinate